6-fluoro-7-(6-(1-(1-(4-fluorophenyl)-propyl)-1H-pyrazol-4-yl)pyrazin-2-yl)-8-methyl-[1,2,4]-triazolo[1,5-a]-pyridin-2-amine FC=1C(=C(C=2N(C1)N=C(N2)N)C)C2=NC(=CN=C2)C=2C=NN(C2)C(CC)C2=CC=C(C=C2)F